2-((3s,4r)-3-aminotetrahydro-2H-pyran-4-yl)-5-chloro-N-(thiophen-2-ylmethyl)-3-vinylthieno[3,2-b]pyridin-7-amine formate salt C(=O)O.N[C@@H]1COCC[C@H]1C1=C(C2=NC(=CC(=C2S1)NCC=1SC=CC1)Cl)C=C